sodium acetylmethylphosphinate semicarbazone C(C)(P([O-])(=O)C)=NNC(=O)N.[Na+]